N1C(=NC2=C1C=CC=C2)C2(C(N(C1=CC=CC=C21)C)=O)C2=CC1=CC=CC=C1C=C2O 3-(1H-Benzo[d]imidazol-2-yl)-3-(3-hydroxynaphthalen-2-yl)-1-methylindolin-2-one